C1(CCCCCN1)=O.C1(CCCCCN1)=O.C1(CCCCCN1)=O.C1(CCCCCN1)=O.[Rh+2].[Rh+2] Dirhodium(II) tetrakis(caprolactam)